3-[[(3R,4R)-4-[4-Chloro-2-(5-fluoro-2-pyridyl)-1H-imidazol-5-yl]-3-methyl-1-piperidyl]sulfonyl]-N-cyclopropyl-propanamide ClC=1N=C(NC1[C@H]1[C@H](CN(CC1)S(=O)(=O)CCC(=O)NC1CC1)C)C1=NC=C(C=C1)F